NC1=NC(N(C2=NC(=CN=C12)N1CCOCC1)CC1=CC(=CC(=C1)OC)OC)=O 4-amino-1-[(3,5-dimethoxyphenyl)methyl]-7-morpholino-pteridin-2-one